tin carbon sodium [Na].[C].[Sn]